4-Chloro-N-[5-chloro-2-(4-oxo-3,4-dihydro-phthalazin-1-yl)-pyridin-3-yl]-3-trifluoromethyl-benzenesulfonamide ClC1=C(C=C(C=C1)S(=O)(=O)NC=1C(=NC=C(C1)Cl)C1=NNC(C2=CC=CC=C12)=O)C(F)(F)F